5-(8-((1S,2S)-2-(2,4,5-trifluorophenyl)cyclopropyl)imidazo[1,2-b]pyridazin-6-yl)pyrimidine-2,4(1H,3H)-dione FC1=C(C=C(C(=C1)F)F)[C@@H]1[C@H](C1)C=1C=2N(N=C(C1)C=1C(NC(NC1)=O)=O)C=CN2